[Cl-].[Cs+].[Cu](I)I copper iodide cesium chloride